C(C)N1CC([C@@H]([C@H](C1)C)NC(=O)C1=CC(=CC=2N(C=NC21)CC(F)(F)F)C#CCNC=2C(OC)=CC(=C(C2)C(NC)=O)F)(F)F N-[(4R,5S)-1-ethyl-3,3-difluoro-5-methyl-4-piperidyl]-6-{3-[4-(N-methylcarbamoyl)-5-fluoro-2-anisidino]-1-propynyl}-1-(2,2,2-trifluoroethyl)-1H-1,3-benzimidazole-4-carboxamide